NC=1OC2=C(N1)C=C(C=C2)C=2C=C1C(=C(C=NC1=CC2)C#N)NC(C)C2=CC=CC=C2 6-(2-amino-1,3-benzoxazol-5-yl)-4-(1-phenylethylamino)quinoline-3-carbonitrile